N-[6-(5-chloro-1,3-benzoxazol-2-yl)spiro[3.3]heptan-2-yl]-5-[(1-methylazetidin-3-yl)methylsulfonyl]furan-2-carboxamide ClC=1C=CC2=C(N=C(O2)C2CC3(CC(C3)NC(=O)C=3OC(=CC3)S(=O)(=O)CC3CN(C3)C)C2)C1